CC=1NC=CC1 methylAzole